tert-butyl N-(6-(2-aminopyrimidin-5-yl)-3-((trimethylsilyl)ethynyl)imidazo[1,2-b]pyridazin-8-yl)-N-(4-methoxybenzyl)glycinate NC1=NC=C(C=N1)C=1C=C(C=2N(N1)C(=CN2)C#C[Si](C)(C)C)N(CC(=O)OC(C)(C)C)CC2=CC=C(C=C2)OC